1,8-bis(o-methylbenzylamino)anthraquinone CC1=C(CNC2=CC=CC=3C(C4=CC=CC(=C4C(C23)=O)NCC2=C(C=CC=C2)C)=O)C=CC=C1